phenanthren-3-yl 2-(ethoxymethyl)-1-(2-hydroxy-2-methylpropyl)-1H-imidazo[4,5-c]quinolin-4-ylcarbamate C(C)OCC=1N(C2=C(C(=NC=3C=CC=CC23)NC(OC=2C=CC=3C=CC4=CC=CC=C4C3C2)=O)N1)CC(C)(C)O